5-(2,3-dimethylphenyl)-6-methoxy-1-trityl-1H-pyrazolo[4,3-b]pyridine CC1=C(C=CC=C1C)C1=C(C=C2C(=N1)C=NN2C(C2=CC=CC=C2)(C2=CC=CC=C2)C2=CC=CC=C2)OC